(2R)-2-Amino-4-methyl-N-[3-methyl-4-[2-(trifluoromethyl)-1H-pyrrolo[2,3-b]pyridin-4-yl]phenyl]pentanamide N[C@@H](C(=O)NC1=CC(=C(C=C1)C1=C2C(=NC=C1)NC(=C2)C(F)(F)F)C)CC(C)C